N1(N=CC=C1)CC1=CC2=C(C(=NO2)NS(=O)(=O)C=2C(=NC(=CC2OC)C)OC)C(=C1F)OCF N-(6-((1H-pyrazol-1-yl)methyl)-5-fluoro-4-(fluoromethoxy)benzo[d]isoxazol-3-yl)-2,4-dimethoxy-6-methylpyridine-3-sulfonamide